C(=O)O.NC1=C(C(N(C(=N1)N1CCC2([C@@H]([C@@H](OC2)C)N)CC1)C)=O)SC1=C(C2=CN(N=C2C=C1)C)Cl 6-Amino-2-((3S,4S)-4-amino-3-methyl-2-oxa-8-azaspiro[4.5]decan-8-yl)-5-((4-chloro-2-methyl-2H-indazole-5-yl)thio)-3-methylpyrimidin-4(3H)-one formate